6-chloro-1,1,1-trifluorohexan-2-yl trifluoromethanesulfonate FC(S(=O)(=O)OC(C(F)(F)F)CCCCCl)(F)F